1-(3-methoxy-3-((4-(trifluoromethyl)phenyl)ethynyl)pyrrolidin-1-yl)prop-2-en-1-one COC1(CN(CC1)C(C=C)=O)C#CC1=CC=C(C=C1)C(F)(F)F